Ethyl 2-(6-bromo-7-(difluoromethyl)-4-(trifluoromethyl)-2H-indazol-2-yl)-2-((R)-6-fluoro-6,7-dihydro-5H-pyrrolo[1,2-c]imidazol-1-yl)acetate BrC=1C=C(C2=CN(N=C2C1C(F)F)C(C(=O)OCC)C1=C2N(C=N1)C[C@@H](C2)F)C(F)(F)F